C(C)(C)(C)OC(=O)N([C@H](C(=O)N(C)[C@@H](C(=O)O)CC1=NC(=NO1)C1=CC=CC=C1)CC(C)C)C (R)-2-((S)-2-((tert-Butoxycarbonyl)(methyl)amino)-N,4-dimethylpentanamido)-3-(3-phenyl-1,2,4-oxadiazol-5-yl)propanoic acid